CNC(C1=C(C=CC=C1)SC1=CC=C2C(=NNC2=C1)\C=C\C1=NN(C=C1)CCCN1CCCC1)=O N-methyl-2-({3-[(E)-2-{1-[3-(pyrrolidin-1-yl)propyl]-1H-pyrazole-3-yl}vinyl]-1H-indazol-6-yl}thio)benzamide